C1(=CC=CC=C1)NC1CCN(CC1)C1=C(C=O)C=CC=C1 2-(4-(phenylamino)piperidin-1-yl)benzaldehyde